FC(C1CCC(O1)C(=O)[O-])(F)F 5-(trifluoromethyl)tetrahydrofuran-2-carboxylate